ClC1=C(C=C(C(=C1)Cl)OC(C(F)F)(F)F)N1C(NCC1)=O 3-[2,4-dichloro-5-(1,1,2,2-tetrafluoroethoxy)phenyl]-2-oxo-imidazolidin